1-{1-[(1,1,1,3,3,3-2H6)Propan-2-yl]Piperidin-4-yl}-3-{[4-(propan-2-yloxy)phenyl]Methyl}urea C(C(C([2H])([2H])[2H])N1CCC(CC1)NC(=O)NCC1=CC=C(C=C1)OC(C)C)([2H])([2H])[2H]